Vinylacrylat C(=C)OC(C=C)=O